C1(CCCC1)COC1=CC2=C(N(N=C2C=C1)C)C(=O)N[C@H](C(=O)N)CO (2S)-2-{[5-(cyclopentylmethoxy)-2-methyl-2H-indazol-3-yl]formamido}-3-hydroxypropanamide